6-(difluoromethoxy)-5-fluoro-N-((4-methyl[1,2,3]triazolo[1,5-b]pyridazin-3-yl)methyl)nicotinamide FC(OC1=NC=C(C(=O)NCC=2N=NN3N=CC=C(C32)C)C=C1F)F